COC=1N=C2C(=CC=NC2=CC1OC)OC1=C(C=C(C=C1)NC(=O)C=1C(=NC(=C(C1O)C1=C(C=C(C=C1)F)C)C)COCC)F N-[4-[(6,7-dimethoxy-1,5-naphthyridin-4-yl)oxy]-3-fluorophenyl]-2-(ethoxymethyl)-5-(4-fluoro-2-methylphenyl)-4-hydroxy-6-methylpyridine-3-carboxamide